C1(=CC=CC=C1)C(CC)C1=CC=CC=2N=C(NC21)C2=C(C=CC=C2)[N+](=O)[O-] 1-Phenylpropyl-2-(2-nitrophenyl)-benzo[d]imidazole